FC(C1=C(C=C(C=N1)C1C2=C(N(CC3(CC3)N1)C)C(=CC=C2)F)C)F 5-(6-(difluoromethyl)-5-methylpyridin-3-yl)-9-fluoro-1-methyl-1,2,4,5-tetrahydro-spiro[benzo[e][1,4]diazepine-3,1'-cyclopropane]